OC=1C=C(C=NNC=2SC(=C(N2)C)C(C)=NNC(=N)N)C=CC1 2-(2-(3-hydroxybenzylidene)hydrazino)-4-methyl-5-(1-(guanidinoimino)ethyl)-thiazole